O=C(CN1C=NC2=C1C=C(C=C2)C(=O)O)C2=CC=CC=C2 1-(2-oxo-2-phenylethyl)-1H-benzo[d]imidazole-6-carboxylic acid